3-(methoxymethyl)-1-((2-(methyl-d3)-1,2,3,4-tetrahydroisoquinolin-7-yl)methyl)-1H-pyrazole-4-carboxylic acid methyl ester COC(=O)C=1C(=NN(C1)CC1=CC=C2CCN(CC2=C1)C([2H])([2H])[2H])COC